tri-t-butylaluminium C(C)(C)(C)[Al](C(C)(C)C)C(C)(C)C